C(=O)[O-].C[N+](CC(=O)N1CCN(CC1)C(C1=C(C=C(C=C1)NC=1C=2N(C=CN1)C(=CN2)C=2C(=NN(C2)C)C(F)(F)F)C)=O)(C)C Trimethyl-[2-[4-[2-methyl-4-[[3-[1-methyl-3-(trifluoromethyl)pyrazol-4-yl]imidazo[1,2-a]pyrazin-8-yl]amino]benzoyl]piperazin-1-yl]-2-oxo-ethyl]ammonium formate